4-((2R,3R,4S,5S)-3-(3,4-difluoro-2-methoxyphenyl)-4-methoxy-5-methyltetrahydrofuran-2-carboxamido)picolinic acid methyl ester COC(C1=NC=CC(=C1)NC(=O)[C@@H]1O[C@H]([C@H]([C@H]1C1=C(C(=C(C=C1)F)F)OC)OC)C)=O